(2R)-3-{4-[(2-{3-[(4-methanesulfonyl-2-methoxyphenyl)amino]prop-1-yn-1-yl}-1-(2,2,2-trifluoroethyl)-1H-indol-4-yl)amino]piperidin-1-yl}-2-methoxypropan-1-ol CS(=O)(=O)C1=CC(=C(C=C1)NCC#CC=1N(C2=CC=CC(=C2C1)NC1CCN(CC1)C[C@H](CO)OC)CC(F)(F)F)OC